OCCOCCOCCOCCOCC#CC1=C2CN(C(C2=CC=C1)=O)C1C(NC(CC1)=O)=O 3-(4-(1-hydroxy-3,6,9,12-tetraoxapentadec-14-yne-15-yl)-1-oxoisoindoline-2-yl)piperidine-2,6-dione